Methyl (R)-4-(2-(((5-fluoro-2-hydroxyphenyl)(3-fluoro-4-methylphenyl)methyl)carbamoyl)-6-methylpyridin-4-yl)-2,2-dimethylbut-3-ynoate FC=1C=CC(=C(C1)[C@@H](C1=CC(=C(C=C1)C)F)NC(=O)C1=NC(=CC(=C1)C#CC(C(=O)OC)(C)C)C)O